N-(2-(5-(1-(ethoxyimino)ethyl)-3-(2-(5-fluoro-2-methoxyphenyl)-2-oxoethyl)-2,6-dioxo-3,6-dihydropyrimidin-1(2H)-yl)ethyl)isobutyramide C(C)ON=C(C)C1=CN(C(N(C1=O)CCNC(C(C)C)=O)=O)CC(=O)C1=C(C=CC(=C1)F)OC